ClC1=C(C=C(C=C1)C(C(C(C)C)SC#N)=O)C(F)(F)F 1-(4-chloro-3-(trifluoromethyl)phenyl)-3-methyl-2-thiocyanobutan-1-one